FC(C1=CC=C(C=C1)C1=NC=2C(=C3C(=NC2)NC=C3)N1[C@@H]1CC[C@H](CC1)C#N)(F)F Trans-4-(2-(4-(trifluoromethyl)phenyl)imidazo[4,5-d]pyrrolo[2,3-b]pyridin-1(6H)-yl)cyclohexanecarbonitrile